CS(=O)(=O)O.CS(=O)(=O)O.FC1=CC=C(C=C1)[C@H]1[C@@H](C1)NCCC[C@@H](C(=O)N1CCN(CC1)C)NC(C1=CC=C(C=C1)N1N=NC=C1)=O N-[(2S)-5-{[(1R,2S)-2-(4-fluorophenyl)cyclopropyl]amino}-1-(4-methylpiperazin-1-yl)-1-oxopentan-2-yl]-4-(1H-1,2,3-triazol-1-yl)benzamide, bismethanesulfonate salt